L-alanine 4,4-dimethylcyclohexyl ester CC1(CCC(CC1)OC([C@@H](N)C)=O)C